bromoisobutyl-2-bromoisobutyryl bromide BrC(C(C(=O)Br)(C)Br)CC(C)C